1-(2-(4-(2-(6-Methylpyridin-2-yl)-6,7-dihydro-5H-pyrrolo[1,2-a]imidazol-3-yl)pyridin-2-yl)-4,6-dihydro-pyrrolo[3,4-d]imidazol-5(1H)-yl)ethan-1-one CC1=CC=CC(=N1)C=1N=C2N(C1C1=CC(=NC=C1)C1=NC3=C(N1)CN(C3)C(C)=O)CCC2